3',5'-di-tert-butyl-4',7-dihydroxyflavone C(C)(C)(C)C=1C=C(C=2OC3=CC(=CC=C3C(C2)=O)O)C=C(C1O)C(C)(C)C